C12(CC3CC(CC(C1)C3)C2)NC(CCCCCC[NH-])C2=CC=C(C=C2)NC2C(NC(CC2)=O)=O 7-((adamantan-1-yl)amino)-N-(4-((2,6-dioxopiperidin-3-yl)amino)phenyl)heptylamide